N-((3S,4S,5R)-5-(4-(3-fluorophenyl)-1H-1,2,3-triazol-1-yl)-4-hydroxytetrahydro-2H-pyran-3-yl)-N-methyl-4-nitrobenzenesulfonamide FC=1C=C(C=CC1)C=1N=NN(C1)[C@H]1[C@@H]([C@H](COC1)N(S(=O)(=O)C1=CC=C(C=C1)[N+](=O)[O-])C)O